OCCSC1=CC=C(C(=O)C2=CC=CC=C2)C=C1 4-(2-hydroxyethylthio)-benzophenone